CCCCCCCCCCCCCCCCCCCCC(=O)O[C@H](COC(=O)CCCCCC/C=C\C/C=C\C/C=C\CCCCC)COP(=O)(O)OC[C@@H](C(=O)O)N 1-(8Z,11Z,14Z-eicosatrienoyl)-2-heneicosanoyl-glycero-3-phosphoserine